(R)-piperidine-3-carboxylic acid N1C[C@@H](CCC1)C(=O)O